C(C)OC(=O)C1(CC1)CN1C2COCC1CC2.NC2=CC=C(C(=O)NC1=CC(=CC=C1)NC1=NC=C(C(=N1)C1=CN(C3=CC=CC=C13)S(=O)(=O)C1=CC=CC=C1)Cl)C=C2 4-amino-N-[3-([4-[1-(benzenesulfonyl)indol-3-yl]-5-chloropyrimidin-2-yl]amino)phenyl]benzamide ethyl-1-((3-oxa-8-azabicyclo[3.2.1]octan-8-yl)methyl)cyclopropane-1-carboxylate